bis(2-hydroxylethyl)hydroquinone OCCC=1C(=C(O)C=CC1O)CCO